C(C)(C)(C)OC(=O)N1CC2(C1)CN(C2)C2=CC=1N(C(=C2)C2=CC=C(C=C2)C#N)N=CN1 6-[5-(4-cyanophenyl)-[1,2,4]triazolo[1,5-a]pyridin-7-yl]-2,6-diazaspiro[3.3]heptane-2-carboxylic acid tert-butyl ester